2-(1-(8,8-Difluoro-2-(methylsulfonyl)-5,6,7,8-tetrahydroquinazolin-4-yl)azetidin-3-yl)acetic acid Methyl ester COC(CC1CN(C1)C1=NC(=NC=2C(CCCC12)(F)F)S(=O)(=O)C)=O